C(N1N=CC(=C1)C=1N(C=CC1)S(=O)(=O)C1=CC=C(C)C=C1)([2H])([2H])[2H] 2-(1-(methyl-d3)-1H-pyrazol-4-yl)-1-p-toluenesulfonyl-1H-pyrrole